allyl-phosphoramide C(C=C)NP(=O)(N)N